FC=1C2=CNN=C2C=C(C1)C1=CC(=C(C=C1)N1CCOCC1)F 4-fluoro-6-(3-fluoro-4-morpholinophenyl)-2H-indazol